N(=C=S)C=1C=C(C(=NC1)C#N)OC 5-isothiocyanato-3-methoxypyridinecarbonitrile